The molecule is an androstane sulfate that is 5alpha-androstan-3alpha,17beta-diol in which the hydroxy hydrogen at position 3 has been replaced by a sulfo group. It is an androstane sulfate, a 17beta-hydroxy steroid and a 5alpha-androstane-3beta,17beta-diol monosulfate(1-). It is a conjugate acid of a (3alpha,5alpha,17beta)-17-hydroxyandrostan-3-yl sulfate(1-). C[C@]12CC[C@H](C[C@@H]1CC[C@@H]3[C@@H]2CC[C@]4([C@H]3CC[C@@H]4O)C)OS(=O)(=O)O